O1C=C(C2=C1C=CC=C2)C[C@H](NC(C(C(=O)NCC2=CC(=CC=C2)OC)CC2CCCCC2)=O)OB(O)O ((1R)-2-(benzofuran-3-yl)-1-(2-(cyclohexylmethyl)-3-((3-methoxybenzyl)amino)-3-oxopropionamido)ethyl)boroic acid